FC(S(=O)(=O)[O-])(F)F.[Ir+3].C1(=CC=CC=C1)C1=NC=C(C=C1)C(C)C.FC(S(=O)(=O)[O-])(F)F.FC(S(=O)(=O)[O-])(F)F 2-phenyl-5-isopropylpyridine iridium trifluoromethanesulfonate salt